C1CCC2=C(C=3CCCC3C=C12)NC(=O)N=[S@@](=O)(N)C1=CC(=C(C=C1)C(C)(C)O)C (S)-N'-((1,2,3,5,6,7-hexahydro-s-indacen-4-yl)carbamoyl)-4-(2-hydroxypropan-2-yl)-3-methylbenzenesulfonimidamide